3-(5-(2-(cyclohexylamino)-5-(N-methylaminosulfonyl)phenyl)-1H-tetrazol-1-yl)piperidine-1-carboxylic acid tert-butyl ester C(C)(C)(C)OC(=O)N1CC(CCC1)N1N=NN=C1C1=C(C=CC(=C1)S(=O)(=O)NC)NC1CCCCC1